ClC=1C(=C(C=CC1)C1(CN(C1)C(=O)OC(C)(C)C)NC=1C=C2C(N(C(C2=CC1)(C)C)C)=O)C tert-butyl 3-(3-chloro-2-methylphenyl)-3-((1,1,2-trimethyl-3-oxoisoindolin-5-yl)amino)azetidine-1-carboxylate